FC=1C=C2C(C(NC2=CC1)=O)=CC=1NC2=CC=C(C=C2C1C)F 5-fluoro-3-((5-fluoro-3-methyl-1H-indol-2-yl)methylene)indolin-2-one